C(CCCCC)OCC(COCCCCCCCCCC\C=C/C\C=C/CCCCC)N(C)C 1-(hexyloxy)-3-[(11Z,14Z)-icosa-11,14-dien-1-yloxy]-N,N-dimethylpropan-2-amine